3-fluoro-5-((1,1,2,2,7-pentafluoro-8a-hydroxy-1,2,6,7,8,8a-hexahydroacenaphthylen-5-yl)oxy)benzonitrile FC=1C=C(C#N)C=C(C1)OC1=CC=C2C(C(C3(CC(CC1=C32)F)O)(F)F)(F)F